CC(=C)CCCC(CCC)C 2,6-dimethyl-1-nonene